BrC1=CC=NC2=C(C=C(C=C12)OC)COC 4-bromo-6-methoxy-8-(methoxymethyl)quinoline